fluorobutanesultone FC1CCCOS1(=O)=O